(R)-3'-(hydroxymethyl)-2',4',6'-trimethyl-7'-oxo-6',7'-dihydrospiro[cyclopropane-1,5'-inden]-6'-yl acetate C(C)(=O)O[C@@]1(C2(C(=C3C(=C(C=C3C1=O)C)CO)C)CC2)C